NC=1N=CC(=NC1OC(C)C1=C(C=CC=C1Cl)Cl)C=1C=C(C=CC1)C(=O)N1CCN(CC1)C (3-{5-amino-6-[1-(2,6-dichloro-phenyl)-ethoxy]-pyrazin-2-yl}-phenyl)-(4-methyl-piperazin-1-yl)-methanone